C2-(2-(4-fluoro-6-methoxy-5-((4-methoxybenzyl)oxy)benzo[b]thiophen-2-yl)cyclopropyl)acetaldehyde FC1=C(C(=CC=2SC(=CC21)C2C(C2)CC=O)OC)OCC2=CC=C(C=C2)OC